1-(4-[(2,6-difluorophenyl)carbamoyl]-2-fluoro-5-{[(2S)-1,1,1-trifluoroprop-2-yl]oxy}phenyl)-4-methyl-5-oxo-4,5-dihydro-1H-1,2,4-triazole-3-carboxamide FC1=C(C(=CC=C1)F)NC(=O)C1=CC(=C(C=C1O[C@H](C(F)(F)F)C)N1N=C(N(C1=O)C)C(=O)N)F